N-(4-((3-chloro-4-fluorophenyl)amino)-7-(3-(4-((4-(2-(2,6-dioxopiperidin-3-yl)-1,3-dioxoisoindoline-5-yl)piperidin-1-yl)methyl)piperidin-1-yl)propoxy)quinazolin-6-yl)acrylamide ClC=1C=C(C=CC1F)NC1=NC=NC2=CC(=C(C=C12)NC(C=C)=O)OCCCN1CCC(CC1)CN1CCC(CC1)C=1C=C2C(N(C(C2=CC1)=O)C1C(NC(CC1)=O)=O)=O